FC1=C(C=CC=C1)C(=CC(F)(F)F)OC(=CC(F)(F)F)C1=C(C=CC=C1)F 2-fluorophenyl-3,3,3-trifluoropropenyl ether